(2R,5S)-tert-butyl 5-(4-chlorobenzyl)-2-((S)-1-((methylsulfonyl)oxy)ethyl)-morpholine-4-carboxylate ClC1=CC=C(C[C@H]2CO[C@H](CN2C(=O)OC(C)(C)C)[C@H](C)OS(=O)(=O)C)C=C1